pyrazin-2-ylmethanamine N1=C(C=NC=C1)CN